O1C(C1)COCC(CO)(COCC1OC1)COCC1OC1 3-(oxiranylmethoxy)-2,2-bis[(oxiranylmethoxy)methyl]propanol